NCC#CC=1C=C(C(=O)NC2=CC(=NN2C)C2=CC=C(C=C2)NC(C2=C(C=CC=C2)Cl)=O)C=CC1 N-(4-(5-(3-(3-aminoprop-1-yn-1-yl)benzamido)-1-methyl-1H-pyrazol-3-yl)phenyl)-2-chlorobenzamide